(S)-(4-(4-chloropyrazolo[1,5-a]pyridin-2-yl)-6,7-dihydro-1H-imidazo[4,5-c]pyridin-5(4H)-yl)(2-(2-hydroxypropan-2-yl)oxazol-5-yl)methanone ClC=1C=2N(C=CC1)N=C(C2)[C@H]2N(CCC1=C2N=CN1)C(=O)C1=CN=C(O1)C(C)(C)O